C(C)\[N+](=C/C1=CC(=CC=C1)C=1C=NN(C1)C1=CC=C(C=C1)C(F)(F)F)\[O-] (E)-N-ethyl-1-(3-(1-(4-(trifluoromethyl)phenyl)-1H-pyrazol-4-yl)phenyl)methanimine oxide